4-(2,5-dioxotetrahydrofuran-3-yl)tetralin-1,2-dicarboxylic anhydride O=C1OC(CC1C1CC2C(C3=CC=CC=C13)C(=O)OC2=O)=O